FC1=C2CC[C@]3(CCC=4C(=NC(=NC4C3)OC[C@H]3N(CCC3)C)N3C[C@@H](NCC3)COC)CC2=CC=C1 (R)-5-fluoro-4'-((R)-3-(methoxymethyl)piperazin-1-yl)-2'-(((S)-1-methylpyrrolidin-2-yl)methoxy)-3,4,5',8'-tetrahydro-1H,6'H-spiro[naphthalene-2,7'-quinazoline]